scandium oxide, scandium salt [Sc+3].[O-2].[Sc+3].[O-2].[O-2]